6-(2-(((1r,4r)-4-ethyl-4-hydroxycyclohexyl)amino)-4-methoxypyrrolo[2,1-f][1,2,4]triazin-5-yl)-N-methylimidazo[1,2-a]pyridine-3-carboxamide C(C)C1(CCC(CC1)NC1=NN2C(C(=N1)OC)=C(C=C2)C=2C=CC=1N(C2)C(=CN1)C(=O)NC)O